FC1=C(C=C2N=CC=NC2=C1)CNC=1C=NC=C(C1O[C@H]1CNCC1)C(F)(F)F (R)-N-((7-fluoroquinoxalin-6-yl)methyl)-4-(pyrrolidin-3-yloxy)-5-(trifluoromethyl)pyridin-3-amine